C1=C(C=CC2=CC=CC=C12)[C@H]1[C@@H](C1)C=1C=NC(=NC1)C1=NC=CC=N1 trans-5-(2-(naphthalen-2-yl)cyclopropyl)-2,2'-bipyrimidine